1-(5-tert-butyl-2H-pyrazol-3-yl)-3-[4-(5-trifluoromethyl-benzimidazol-1-yl)-phenyl]-urea C(C)(C)(C)C=1C=C(NN1)NC(=O)NC1=CC=C(C=C1)N1C=NC2=C1C=CC(=C2)C(F)(F)F